4-Aminobut-2-enamide NCC=CC(=O)N